C(=O)(O)C1=CC=C(C=C1)C=1C=CC=2N(C3=CC=C(C=C3C2C1)C1=CC=C(C=C1)C(=O)O)C1=C(C(=O)O)C(=C(C(=C1N1C2=CC=C(C=C2C=2C=C(C=CC12)C1=CC=C(C=C1)C(=O)O)C1=CC=C(C=C1)C(=O)O)C(=O)O)N1C2=CC=C(C=C2C=2C=C(C=CC12)C1=CC=C(C=C1)C(=O)O)C1=CC=C(C=C1)C(=O)O)N1C2=CC=C(C=C2C=2C=C(C=CC12)C1=CC=C(C=C1)C(=O)O)C1=CC=C(C=C1)C(=O)O 2,3,5,6-tetrakis(3,6-bis(4-carboxyphenyl)-9H-carbazol-9-yl)terephthalic acid